OC(C(C)(C)C)C1=CC=CC2=C1NC(=N2)CN2C(C(=CC=C2)NC([C@H](CC/C=C/C(=O)N(C)C)NC(=O)C=2OC=CN2)=O)=O (6S,E)-N7-(1-((7-(1-hydroxy-2,2-dimethylpropyl)-1H-benzo[d]imidazol-2-yl)methyl)-2-oxo-1,2-dihydropyridin-3-yl)-N1,N1-dimethyl-6-(oxazole-2-carboxamido)hept-2-enediamide